C(C)NC1=CC=C(C=C1)O 4-(ethylamino)phenol